NC/C=C/C#N (E)-4-aminobut-2-enenitrile